(Sa)-6-(((benzyloxy)carbonyl)amino)-spiro[3.3]heptane-2-carboxylic acid methyl ester COC(=O)C1CC2(C1)CC(C2)NC(=O)OCC2=CC=CC=C2